C(#N)C1(CC1)NC(C1=CC=C(C=C1)C1=NC(=NC=C1)NC1=CC=C(C=C1)N1CCOCC1)=O N-(1-cyanocyclopropyl)-4-(2-(4-morpholinophenyl-amino)pyrimidin-4-yl)benzamide